N-(2-(1-methyl-1H-pyrazol-4-yl)ethyl)-1-(2-methylbiphenyl-3-yl)piperidin-4-amine CN1N=CC(=C1)CCNC1CCN(CC1)C=1C(=C(C=CC1)C1=CC=CC=C1)C